NC1=NC=CC=C1C1=NC=2C(=NC(=CC2)C2=CC=CC=C2)N1C1=CC=C(CN2CCC3(CCCN(C3)C(=O)OC(C)(C)C)CC2)C=C1 tert-butyl 9-(4-(2-(2-aminopyridin-3-yl)-5-phenyl-3H-imidazo[4,5-b]pyridin-3-yl)benzyl)-2,9-diazaspiro[5.5]undecane-2-carboxylat